NC1=CC=C(C=C1)CCC1(OCC(N1)=O)C1C(N=C(O1)C1=CC=C(C=C1)Br)C1=CC=C(C=C1)F (4-aminophenyl-ethyl)-2-(2-(4-bromophenyl)-4-(4-fluorophenyl)oxazolin-5-yl)oxazolidin-4-one